N-((3R,4S)-3-(3-methoxyazetidin-1-yl)chroman-4-yl)-2-(trifluoromethyl)-1H-benzo[d]imidazol-4-amine COC1CN(C1)[C@H]1COC2=CC=CC=C2[C@@H]1NC1=CC=CC=2NC(=NC21)C(F)(F)F